((2R,3S,4R,5R)-3-(((acetoxymethoxy)carbonyl)oxy)-5-(4-butyramidopyrrolo[2,1-f][1,2,4]triazin-7-yl)-5-cyano-4-hydroxytetrahydrofuran-2-yl)methyl (S)-2-amino-3,3-dimethylbutanoate N[C@H](C(=O)OC[C@H]1O[C@@]([C@@H]([C@@H]1OC(=O)OCOC(C)=O)O)(C#N)C1=CC=C2C(=NC=NN21)NC(CCC)=O)C(C)(C)C